[[4-(7-chloro-2-oxo-indolin-5-yl)-1-methyl-pyrazol-3-yl]methyl]-N-[(2R)-2-(methylamino)propyl]carbamate ClC=1C=C(C=C2CC(NC12)=O)C=1C(=NN(C1)C)COC(NC[C@@H](C)NC)=O